4-(4-tert-butylphenyl)-N-(2-ethyl-6-(1-(methylsulfonyl)-1,2,3,6-tetrahydropyridin-4-yl)imidazo[1,2-a]pyridin-3-yl)-N-methylthiazol-2-amine C(C)(C)(C)C1=CC=C(C=C1)C=1N=C(SC1)N(C)C1=C(N=C2N1C=C(C=C2)C=2CCN(CC2)S(=O)(=O)C)CC